1,2-di-O-phytanyl-glycero-3-phosphocholine C(CC(C)CCCC(C)CCCC(C)CCCC(C)C)OCC(OCCC(C)CCCC(C)CCCC(C)CCCC(C)C)COP(=O)([O-])OCC[N+](C)(C)C